OC[C@@H]1CN(CC1)C1=CC=C(N=N1)C1=C(C=C(C=C1C)C)O 2-[6-[(3S)-3-(hydroxymethyl)pyrrolidin-1-yl]pyridazin-3-yl]-3,5-dimethyl-phenol